(S)-1-(2,2-difluoroethyl)-N-(3-(1-((1-methyl-1H-pyrazolo[3,4-b]pyrazin-6-yl)amino)ethyl)phenyl)-1H-pyrazole-3-carboxamide FC(CN1N=C(C=C1)C(=O)NC1=CC(=CC=C1)[C@H](C)NC1=CN=C2C(=N1)N(N=C2)C)F